tert-Butyl 3-[7-[2-(tert-butoxycarbonylamino)-3-cyano-7-fluoro-benzothiophen-4-yl]-6-chloro-8-fluoro-quinazolin-4-yl]piperidine-1-carboxylate C(C)(C)(C)OC(=O)NC=1SC2=C(C1C#N)C(=CC=C2F)C2=C(C=C1C(=NC=NC1=C2F)C2CN(CCC2)C(=O)OC(C)(C)C)Cl